2-methyl-3-hexanone oxime CC(C)C(CCC)=NO